Cl.Cl.FC=1C=C(C=NC1)[C@H](CNC(C[C@H]1CN(CCC1)C(=O)NC)(C)C)O (S)-3-(2-(((R)-2-(5-Fluoropyridin-3-yl)-2-hydroxyethyl)amino)-2-methylpropyl)-N-methylpiperidine-1-carboxamide dihydrochloride